C(C1=CN=CC=C1)(=O)OC1=CC(=CC(=C1)C=NC(CC1=CC=C(C=C1)OC(C(C)C)=O)C(COC)=O)Cl 3-chloro-5-((1-(4-(isobutyryloxy)phenyl)-4-methoxy-3-oxobutan-2-ylimino)methyl)phenyl nicotinate